FC1(CCN(CC1)C1=NC2=CC(=C(C=C2C(=N1)NC=1C=NC=CC1)OC)C#CCN1CCCC1)F 2-(4,4-difluoropiperidin-1-yl)-6-methoxy-N-(pyridin-3-yl)-7-(3-(pyrrolidin-1-yl)prop-1-yn-1-yl)quinazolin-4-amine